5-acetyl-3-cyclopropyl-8-fluoro-N-[6-(4-isopropyl-4H-1,2,4-triazol-3-yl)pyridin-2-yl]-5,6-dihydro-4H-benzo[f]imidazo[1,5-a][1,4]diazepine-9-carboxamide C(C)(=O)N1CC=2N(C3=C(C1)C=C(C(=C3)C(=O)NC3=NC(=CC=C3)C3=NN=CN3C(C)C)F)C=NC2C2CC2